CC1=C(C=CC=C1)C=1C2(C3=CC=CC=C3C1)CCC1(CC2)OCCO1 2''-(2-methylphenyl)dispiro[[1,3]dioxolane-2,1'-cyclohexane-4',1''-indene]